5,6-difluoro-2-(2-naphthylmethyl)-1H-benzimidazole FC1=CC2=C(NC(=N2)CC2=CC3=CC=CC=C3C=C2)C=C1F